FC1(CC=C(CC1)C=1CCC=2C=CC(=CC2C1C1=CC=C(C=C1)N1CCN(CC1)C(C)C)O)F 7-(4,4-Difluorocyclohex-1-en-1-yl)-8-(4-(4-isopropylpiperazin-1-yl)phenyl)-5,6-dihydronaphthalen-2-ol